N-[(1S)-1-benzyl-1,3-dimethyl-butyl]-7,8-difluoro-quinoline-3-carboxamide C(C1=CC=CC=C1)[C@@](CC(C)C)(C)NC(=O)C=1C=NC2=C(C(=CC=C2C1)F)F